C(#N)C1=C(C=C(C=C1F)C1=C(C=CC=C1)F)F 4-cyano-3,5,2'-trifluoro-[1,1'-biphenyl]